(2S,5S)-5-Amino-4-oxo-1,2,4,5,6,7-hexahydro-azepino[3,2,1-hi]indole-2-carboxylic acid (1H-[1,2,3]triazol-4-ylmethyl)-amide N1N=NC(=C1)CNC(=O)[C@H]1N2C3=C(C=CC=C3C1)CC[C@@H](C2=O)N